undecan acetate C(C)(=O)O.CCCCCCCCCCC